[2,5'-Bipyrimidin]-2'-amine N1=C(N=CC=C1)C=1C=NC(=NC1)N